F[C@@H]1[C@@]2(CC[C@](CC1=O)(N2C(=O)OCCCC)C)C butyl (1S,2R,5R)-2-fluoro-1,5-dimethyl-3-oxo-8-azabicyclo[3.2.1]octane-8-carboxylate